OCCCNC1=NC=CC=N1 2-((3-hydroxypropyl)amino)pyrimidin